C(CCC)C1=NN(C(=C1O)CC)CC(C)C 3-n-Butyl-1-isobutyl-5-ethyl-4-hydroxy-pyrazol